4-(2,2-dibromovinyl)-3-(naphthalen-2-yl)-1-phenyl-1H-pyrazole BrC(=CC=1C(=NN(C1)C1=CC=CC=C1)C1=CC2=CC=CC=C2C=C1)Br